C(C)C1=NC=C(N=C1)CC 2,5-diethyl-pyrazine